C12C(C3CC(CC(C1)C3)C2)NCCNC2=C3C(N(C(=NC3=CC=C2)C)C2C(NC(CC2)=O)=O)=O 3-(5-((2-(((1r,3r,5r,7r)-adamantan-2-yl)amino)ethyl)amino)-2-methyl-4-oxoquinazoline-3(4H)-yl)piperidine-2,6-dione